C1(CCCCC1)C(C(=O)NC1CCCCC1)N1C(=NC2=C1C=CC=C2)C2=C(C=CC=C2)OC2=CC=CC=C2 2,N-dicyclohexyl-2-[2-(2-phenoxy-phenyl)-benzimidazol-1-yl]-acetamide